6-Methyl-5-(3-methylpiperazin-1-yl)-2,3-dihydro-1,4-benzodioxine CC1=C(C2=C(OCCO2)C=C1)N1CC(NCC1)C